NC1=NC=2C=CC(=CC2C2=C1[C@H](OC2)C)C(=O)N2C[C@H]([C@@H](C2)C2=NNC=C2)C2=CC=C(C=C2)F ((3R)-4-amino-3-methyl-1,3-dihydrofuro[3,4-c]quinolin-8-yl)((3R,4S)-3-(4-fluorophenyl)-4-(1H-pyrazol-3-yl)-1-pyrrolidinyl)methanone